N-(3-chloro-1H-indol-7-yl)-1-tetrahydrofuran-3-yl-pyrazole-4-sulfonamide ClC1=CNC2=C(C=CC=C12)NS(=O)(=O)C=1C=NN(C1)C1COCC1